N1CCC(CC1)N1CC(C1)N1C[C@H]2N(C=3C(=NN=C(C3)C3=C(C=CC=C3)O)NC2)CC1 (S)-2-(8-(1-(piperidin-4-yl)azetidin-3-yl)-6,6a,7,8,9,10-hexahydro-5H-pyrazino[1',2':4,5]pyrazino[2,3-c]pyridazin-2-yl)phenol